ClC=1C=C2C=3C=C(C=C(C3NC2=CC1)CCNC(OC(C)(C)C)=O)NC(C1=CC=C(C=C1)Cl)=N tert-Butyl (2-(6-chloro-3-(4-chlorobenzimidamido)-9H-carbazol-1-yl)ethyl)carbamate